1-Ethyl-N-(5-(3-fluorobenzyl)pyridin-2-yl)-1H-pyrazole-3-carboxamide C(C)N1N=C(C=C1)C(=O)NC1=NC=C(C=C1)CC1=CC(=CC=C1)F